NC=1N=C(C2=C(N1)C=CN(C2)CC2=NC=C(C=C2)CCl)NCCCC 2-amino-4-(butylamino)-6-((5-(chloromethyl)pyridin-2-yl)methyl)pyrido[4,3-d]pyrimidine